2-(ethylamino)-4-thioxocyclobut-2-en-1-one C(C)NC=1C(C(C1)=S)=O